ClC1=CC=C(C(=N1)N1N(C(=C(C1=O)NC(C1=CC=C(C=C1)OC(F)F)=O)C1=C(C=C(C=C1F)OC)F)C)NC N-{2-[6-chloro-3-(methylamino)pyridin-2-yl]-5-(2,6-difluoro-4-methoxyphenyl)-1-methyl-3-oxo-2,3-dihydro-1H-pyrazol-4-yl}-4-(difluoromethoxy)benzamide